CS(=O)(=O)CCN1N=CC=C1C(F)(F)F 1-(2-(methylsulfonyl)ethyl)-5-(trifluoromethyl)-1H-pyrazol